CN(C(=O)C1=CC=C(C=C1)CCN(C(OC(C)(C)C)=O)C)C tert-butyl N-[2-[4-(dimethylcarbamoyl)phenyl]ethyl]-N-methylcarbamate